ethylene 2,4-dichloropyrimidine-5-carboxylate ClC1=NC=C(C(=N1)Cl)C(=O)O.C=C